BrC=1C=C2C(=NN(C(C2=CC1)=O)CC(=O)NC1=NC=C(C=N1)F)OC1CC(C1)(C)C 2-[6-bromo-4-(3,3-dimethylcyclobutoxy)-1-oxo-phthalazin-2-yl]-N-(5-fluoropyrimidin-2-yl)acetamide